O[C@@H]1CC[C@@]2([C@H]3C(C=C4[C@@H]5[C@H]([C@@H](CC[C@@]5(CC[C@]4([C@@]3(CC[C@H]2[C@]1(C(=O)O)C)C)C)C)C)C)=O)C (3R,4R,4aR,6aR,6bS,8aR,11R,12S,12aR,14aR,14bS)-3-hydroxy-4,6a,6b,8a,11,12,14b-heptamethyl-14-oxo-1,2,3,4a,5,6,7,8,9,10,11,12,12a,14a-tetradecahydropicene-4-carboxylic acid